3-chloro-4-fluoro-N-{4-[1-(propylcarbamoyl)cyclobutyl]phenyl}benzamide ClC=1C=C(C(=O)NC2=CC=C(C=C2)C2(CCC2)C(NCCC)=O)C=CC1F